5-(5-((2-((N-ethylsulfamoyl)amino)pyridin-4-yl)methyl)-2,5-diazabicyclo[4.1.0]heptan-2-yl)-3-fluoro-N-methylpicolinamide C(C)NS(=O)(=O)NC1=NC=CC(=C1)CN1CCN(C2CC12)C=1C=C(C(=NC1)C(=O)NC)F